C(C)(C)[C@H]1C(NC2=CC=CC=C2N1C(=O)C=1C=NN(C1)C)=O (S)-3-isopropyl-4-(1-methyl-1H-pyrazole-4-carbonyl)-3,4-dihydroquinoxalin-2(1H)-one